[3-(4-Fluoro-benzyl)-3H-imidazo[4,5-b]pyridin-2-ylmethyl]-carbamic acid (S)-1-(4-fluoro-phenyl)-ethyl ester FC1=CC=C(C=C1)[C@H](C)OC(NCC1=NC=2C(=NC=CC2)N1CC1=CC=C(C=C1)F)=O